N-[2-(1-phenylpyrrol-2-yl)-[1,2,4]triazolo[1,5-a]pyridin-6-yl]carbamic acid tert-butyl ester C(C)(C)(C)OC(NC=1C=CC=2N(C1)N=C(N2)C=2N(C=CC2)C2=CC=CC=C2)=O